FC(C1=NN=C(O1)C=1C=CC(=NC1)CN1C(C2=CC=C(C=C2C(C1=O)(C)C)N1C[C@H](CC1)N(C)C)=O)F (S)-2-((5-(5-(difluoromethyl)-1,3,4-oxadiazole-2-yl)pyridine-2-yl)methyl)-6-(3-(dimethylamino)pyrrolidine-1-yl)-4,4-dimethylisoquinoline-1,3(2H,4H)-dione